BrC1=C(N=C(C(=N1)C(=O)OCC)O)C ethyl 6-bromo-3-hydroxy-5-methylpyrazine-2-carboxylate